C(CNCCNCCNCCCCCOCC)(=O)O 15-oxa-3,6,9-triazaheptadecanoic acid